CC(C(=O)O)=CC1=CC(=C(C=C1)O)OC.C(\C=C\C1=CC(OC)=C(O)C=C1)(=O)OC methyl ferulate (methyl 3-(4-hydroxy-3-methoxyphenyl) acrylate)